tert-butyl (2-((2-(N,N-bis(4-methoxybenzyl)sulfamoyl)-4-(imidazo[1,2-a]pyridin-8-yl)-3-(1-(4-methoxybenzyl)-1H-tetrazol-5-yl)phenyl)sulfonyl)ethyl)carbamate COC1=CC=C(CN(S(=O)(=O)C2=C(C=CC(=C2C2=NN=NN2CC2=CC=C(C=C2)OC)C=2C=3N(C=CC2)C=CN3)S(=O)(=O)CCNC(OC(C)(C)C)=O)CC3=CC=C(C=C3)OC)C=C1